S(=O)(=O)(C1=CC=C(C)C=C1)CC(C(=O)C1=CC=C(C(=O)NCCNC(OC(C)(C)C)=O)C=C1)CS(=O)(=O)C1=CC=C(C)C=C1 Tert-butyl (2-(4-(3-tosyl-2-(tosylmethyl)propionyl)benzamido)ethyl)carbamate